rel-(R)-N-(2,6-dichloro-2'-(trifluoromethoxy)-[1,1'-biphenyl]-4-yl)-2-(4-(methylsulfonyl)phenyl)-3-hydroxypropionamide ClC1=C(C(=CC(=C1)NC([C@@H](CO)C1=CC=C(C=C1)S(=O)(=O)C)=O)Cl)C1=C(C=CC=C1)OC(F)(F)F |o1:9|